N(CCO)CCO 2,2'-Azandiyldiethanol